5-[[5-amino-3-(2,4,6-trichloroanilino)-1,2,4-triazol-1-yl]sulfonyl]naphthalene-2-carbonitrile NC1=NC(=NN1S(=O)(=O)C1=C2C=CC(=CC2=CC=C1)C#N)NC1=C(C=C(C=C1Cl)Cl)Cl